2-(2-methoxy-4-methylsulfonyl-phenyl)azepan-HCl Cl.COC1=C(C=CC(=C1)S(=O)(=O)C)C1NCCCCC1